C(C)C1(NC(N(C(C1)=O)[C@@H]1CCCC2=CC=C(C=C12)C(=O)N[C@H]1[C@](CC2=CC=CC=C12)(C)O)=N)CC (4R)-4-(4,4-diethyl-2-imino-6-oxo-hexahydropyrimidin-1-yl)-N-[(1R,2R)-2-hydroxy-2-methyl-indan-1-yl]tetralin-6-carboxamide